NN1CC(CCC1)NC(OC(C)(C)C)=O tert-butyl (1-aminopiperidin-3-yl)carbamate